[C@@]12(C(=O)C[C@H](CC1)C2(C)C)C (1S,4S)-(-)-camphor